diaminosulphur propyl-benzene salt C(CC)C1=CC=CC=C1.NSN